[N+](=O)([O-])C1=C(C=CC=C1)NC(C=C)=O N-(2-Nitrophenyl)prop-2-enamide